O1C=CN=CC=NC=CN=CC=C(N=CC=C1)C(=O)N oxa[4,7,10,14]tetraazacycloheptadecine-13-carboxamide